4-amino-N,N-bis(3,4-dimethoxybenzyl)pyridine-2-sulfonamide NC1=CC(=NC=C1)S(=O)(=O)N(CC1=CC(=C(C=C1)OC)OC)CC1=CC(=C(C=C1)OC)OC